BrC=1C=CC(=C(C=O)C1)P(=O)(C)C 5-bromo-2-(dimethylphosphoryl)benzaldehyde